N-methylpyrrolidin-3-amine CNC1CNCC1